COC1=CC=C(C=C1)COCCCC 4-[(4-methoxyphenyl)methoxy]butane